C1(CC1)C1=NC=NC(=C1C=1N=CC2=C(N(C(OC23COC3)=O)CC3=CC=C(C=C3)N3N=C(C=C3C)C(F)(F)F)N1)OC 7'-(4-cyclopropyl-6-methoxypyrimidin-5-yl)-1'-(4-(5-methyl-3-(trifluoromethyl)-1H-pyrazol-1-yl)benzyl)spiro[oxetane-3,4'-pyrimido[4,5-d][1,3]oxazine]-2'(1'H)-one